NC1=CC(=C(C=N1)C1=NC(=NC(=N1)N1CCOCC1)N1CCN(CC1)CC1CCN(CC1)C(CCCC(\C=C\C)=O)=O)C(F)(F)F (E)-1-(4-((4-(4-(6-amino-4-(trifluoromethyl)pyridin-3-yl)-6-morpholino-1,3,5-triazin-2-yl)piperazin-1-yl)methyl)piperidin-1-yl)oct-6-ene-1,5-dione